(4,7-dichloro-6-(4-(2-(4-hydroxypiperidin-1-yl)ethyl)phenyl)-2H-indazol-2-yl)-2-((R)-6-fluoro-6,7-dihydro-5H-pyrrolo[1,2-c]imidazol-1-yl)-N-(thiazol-2-yl)acetamide ClC=1C2=CN(N=C2C(=C(C1)C1=CC=C(C=C1)CCN1CCC(CC1)O)Cl)C(C(=O)NC=1SC=CN1)C1=C2N(C=N1)C[C@@H](C2)F